BrCC1=C(C(=C(C(=C1CC)CC)CC)CBr)CBr tris(bromomethyl)triethylbenzene